[Si](C)(C)(C(C)(C)C)OCC1=CC=C2NC(C(NC2=C1F)=O)C 7-(((tert-butyldimethylsilyl)oxy)methyl)-8-fluoro-3-methyl-1,2,3,4-tetrahydroquinoxalin-2-one